1,1,6,7-tetramethyl-naphthalene CC1(CC=CC2=CC(=C(C=C12)C)C)C